butanediol disuccinate C(CCC(=O)O)(=O)O.C(CCC(=O)O)(=O)O.C(CCC)(O)O